N-Boc-L-t-leucine C(=O)(OC(C)(C)C)N[C@@H](C(C)(C)C)C(=O)O